C1(CC1)NC1=NC=C(C(=C1)C(=O)NCCC1=C(C=C(C=C1)C)C)OC1=CC(=CC=C1)C(F)(F)F 2-(cyclopropylamino)-N-[2-(2,4-dimethylphenyl)ethyl]-5-[3-(trifluoromethyl)phenoxy]pyridine-4-carboxamide